5-chloro-2-({[(2-methoxyphenyl)methyl]amino}methyl)-7,8-dihydro-6H-spiro[[1,3]oxazolo[5,4-f]quinazoline-9,1'-cyclohexane]-7-one ClC=1C=C2C(=C3C1NC(NC31CCCCC1)=O)OC(=N2)CNCC2=C(C=CC=C2)OC